2',4',5'-trifluoroacetophenone FC1=C(C=C(C(=C1)F)F)C(C)=O